N-((3-allylphenyl)(phenyl)methyl)-2-oxo-6-(trifluoromethyl)-1,2-dihydropyridine-3-carboxamide C(C=C)C=1C=C(C=CC1)C(NC(=O)C=1C(NC(=CC1)C(F)(F)F)=O)C1=CC=CC=C1